C1NC[C@@H]2CN(CC[C@H]21)C(=O)C2=C(C=C(C=C2)NC=2C=1N(C=CN2)C(=CN1)C1=CC=C(C=C1)OC(F)F)C [(3aR,7aR)-1,2,3,3a,5,6,7,7a-octahydropyrrolo[3,4-c]pyridin-5-yl]-[4-[[3-[4-(difluoromethoxy)phenyl]imidazo[1,2-a]pyrazin-8-yl]amino]-2-methylphenyl]methanone